C(C)OC(C(CCCBr)(C)C)=O 5-bromo-2,2-dimethylpentanoic acid ethyl ester